C(C1=CC=CC=C1)C1CCN(CC1)CCCNS(=O)(=O)C1=CC2=CC=CC=C2C=C1 N-(3-(4-benzylpiperidin-1-yl)propyl)naphthalene-2-sulfonamide